2-[tert-butoxycarbonyl(methyl)amino]-3-[4-(difluoromethyl)phenyl]propanoic acid C(C)(C)(C)OC(=O)N(C(C(=O)O)CC1=CC=C(C=C1)C(F)F)C